N-(4,6-dimethylpyridin-2-yl)-2-(furan-2-yl)-6-(4-(4-isopropylpiperazin-1-yl)phenyl)-1-methyl-1H-benzo[d]imidazol-4-amine CC1=CC(=NC(=C1)C)NC1=CC(=CC=2N(C(=NC21)C=2OC=CC2)C)C2=CC=C(C=C2)N2CCN(CC2)C(C)C